CN1C=C(C2=CC(=CC=C12)C)C=O 1,5-dimethylindole-3-carbaldehyde